(2S,4S)-2-{[(2S)-1-(benzylcarbamoyl)-1-hydroxy-3-[(3S)-2-oxopyrrolidin-3-yl]Propan-2-yl]Carbamoyl}-4-cyclopropylpyrrolidine-1-carboxylic acid benzyl ester C(C1=CC=CC=C1)OC(=O)N1[C@@H](C[C@H](C1)C1CC1)C(N[C@H](C(O)C(NCC1=CC=CC=C1)=O)C[C@H]1C(NCC1)=O)=O